BrC=1C=C2C(=CC1)N(C(C21CC2=CN(C=3C=CC=C(C23)N2C1CCC2)S(=O)(=O)C2=CC=C(C)C=C2)=O)C 5-bromo-1-methyl-4'-tosyl-4',6',7a',8',9',10'-hexahydrospiro[indoline-3,7'-pyrrolo[1',2':1,7]azepino[4,3,2-cd]indol]-2-one